C1N(CCCC2=C1C=C(C(=C2)C(=O)OC)C(=O)OC)C(=O)OC(C)(C)C 2-(tert-butyl) 7,8-dimethyl 1,3,4,5-tetrahydro-2H-benzo[c]azepine-2,7,8-tricarboxylate